C(C)(C)(C)OC1=NC(=NC2=C(C(=C(C=C12)C1CC1)C=1C2=CN(N=C2C=C(C1C)F)C(C1=CC=CC=C1)(C1=CC=CC=C1)C1=CC=CC=C1)O[C@@H](C)C1=CC=CC=C1)OC1CCOCC1 4-tert-butoxy-6-cyclopropyl-7-[6-fluoro-5-methyl-2-(triphenylmethyl)-2H-indazol-4-yl]-2-[(oxan-4-yl)oxy]-8-[(1S)-1-phenylethoxy]quinazoline